Cl.BrC=1C=C(C=CC1F)C(C)(C)N 2-(3-bromo-4-fluorophenyl)propan-2-amine hydrochloride